1-(3-(2-ethylhexylamino)propyl)-2,3-diisopropylguanidine C(C)C(CNCCCNC(=NC(C)C)NC(C)C)CCCC